(3R)-1-(7-(5-cyclopropyl-3,6-dimethyl-1H-indazol-4-yl)-8-fluoro-2-(((2R,7aS)-2-fluorotetrahydro-1H-pyrrolizin-7a(5H)-yl)methoxy)pyrido[4,3-d]pyrimidin-4-yl)-3-methylpiperidin-3-ol C1(CC1)C=1C(=C2C(=NNC2=CC1C)C)C1=C(C=2N=C(N=C(C2C=N1)N1C[C@@](CCC1)(O)C)OC[C@]12CCCN2C[C@@H](C1)F)F